2,5-diamino-N,N-diallylaniline NC1=C(N(CC=C)CC=C)C=C(C=C1)N